CC(C)C 2-methylpropane